NC1=C(C=CC(=C1)NCC1=CC=C(C=C1)Cl)NC(OCC=C)=O Allyl (2-amino-4-((4-chlorobenzyl)amino)phenyl)carbamate